ClCCCCCCCCCCC=C 12-chlorododeca-1-ene